F[P-](F)(F)(F)(F)F.CN(C(=O)N(C)C)C N,N,N',N'-Tetramethylurea hexafluorophosphate